O=C(CCCCC=1C=CC(N(N1)C(F)(F)F)=O)N1CCN(CC1)C1=NC=C(C=N1)C(F)(F)F 6-(5-oxo-5-(4-(5-(trifluoromethyl)pyrimidin-2-yl)piperazin-1-yl)pentyl)(trifluoromethyl)pyridazin-3(2H)-one